4-(3-ethynylphenyl)morpholine C(#C)C=1C=C(C=CC1)N1CCOCC1